BrC1=C(C=C(C=C1)C)C1=C(C=CC=C1)NCC1=C(C=CC=C1)O 2-(((2'-bromo-5'-methyl-[1,1'-biphenyl]-2-yl)amino)methyl)phenol